N-(4-fluorophenyl)-4-((1-methyl-2-oxo-1,2-dihydro-quinolin-4-yl)oxy)butyramide FC1=CC=C(C=C1)NC(CCCOC1=CC(N(C2=CC=CC=C12)C)=O)=O